4-(cyano(phenyl)methyl)-4-hydroxypiperidine-1-carboxylic acid tert-butyl ester C(C)(C)(C)OC(=O)N1CCC(CC1)(O)C(C1=CC=CC=C1)C#N